7-amino-3-methyl-3H-imidazo[4,5-g]quinoline-6-carboxylic acid ethyl ester C(C)OC(=O)C1=NC=2C=C3C(=CC2C=C1N)N=CN3C